butyl 4-[3-[3-[(4-methoxyphenyl)methyl]-2,4-dioxohexa-hydropyrimidin-1-yl]phenyl]piperazine-1-carboxylate COC1=CC=C(C=C1)CN1C(N(CCC1=O)C=1C=C(C=CC1)N1CCN(CC1)C(=O)OCCCC)=O